1-(4-methoxyphenyl)ethyl isocyanate COC1=CC=C(C=C1)C(C)N=C=O